3,5-dimethyl-4-methoxycarbonylethyl-pyrrole-carbaldehyde CC1=C(NC(=C1CCC(=O)OC)C)C=O